cyclohexyl-acetamide C1(CCCCC1)CC(=O)N